1-[4-(trifluoromethyl)phenyl]ethanamine FC(C1=CC=C(C=C1)C(C)N)(F)F